(R)-tert-butyl (2-((2-(N,N-bis(4-methoxybenzyl)sulfamoyl)-4-iodo-3-(2-(4-methoxybenzyl)-2H-tetrazol-5-yl)phenyl)sulfonyl)-3-hydroxypropyl)carbamate COC1=CC=C(CN(S(=O)(=O)C2=C(C=CC(=C2C=2N=NN(N2)CC2=CC=C(C=C2)OC)I)S(=O)(=O)[C@H](CNC(OC(C)(C)C)=O)CO)CC2=CC=C(C=C2)OC)C=C1